FC1(CC2(CC(C2)CC=CC(C)(S(=O)N)C)C1)F (2-(6,6-difluorospiro[3.3]heptan-2-yl)ethylidene)-2-methylpropane-2-sulfinamide